BrC1=CC(=C(C=C1)[C@H](C)N[S@@](=O)C(C)(C)C)OC (S)-N-((S)-1-(4-bromo-2-methoxyphenyl)ethyl)-2-methylpropane-2-sulfinamide